4-[4-(6-Aminopyridin-3-yl)triazol-1-yl]-4-[4-[5-(difluoromethyl)-1,3,4-oxadiazol-2-yl]phenyl]butan-1-ol NC1=CC=C(C=N1)C=1N=NN(C1)C(CCCO)C1=CC=C(C=C1)C=1OC(=NN1)C(F)F